C(CCCCCC)OC[C@@H](COCCCCCCCCCCCCCCCCCC)N(C)C (2S)-1-(heptyloxy)-N,N-dimethyl-3-[(9Z,12Z)-octadecaN-1-yloxy]propan-2-amine